N-(4-(8-amino-3-(3-ethyl-4-(piperazin-1-yl)phenyl)imidazo[1,5-a]pyrazin-1-yl)benzyl)-5-fluoro-2-methoxybenzamide NC=1C=2N(C=CN1)C(=NC2C2=CC=C(CNC(C1=C(C=CC(=C1)F)OC)=O)C=C2)C2=CC(=C(C=C2)N2CCNCC2)CC